C(CCC1=CC(O)=C(OC)C=C1)(=O)O dihydroisoferulic acid